C=1(C(C(=CC2=CC3=CC(C=CC3=CC12)=O)S(=O)(=O)[O-])=O)S(=O)(=O)[O-] 2,6-anthraquinonedisulfonate